CC(CCCCCC)C=1C=CC=C(C1)O 5-octan-2-ylphenol